ClC=1N=CC=C2C=C(C=NC12)CO (8-chloro-1,7-naphthyridin-3-yl)methanol